C(C)(C)(C)N1CCN(CC1)C1=CC(=CC=C1)S(=O)(=O)C1=CN(C2=CC=C(C=C12)Cl)C(F)F tert-butyl-4-(3-((5-chloro-1-(difluoromethyl)-1H-indol-3-yl)sulfonyl)phenyl)piperazine